(3,3-dimethyl-2,3-dihydro-1H-pyrrolo[3,2-b]pyridin-1-yl)(8-(2-(tetrahydro-2H-pyran-4-yl)ethyl)-2,8-diazaspiro[4.5]decan-2-yl)methanone CC1(CN(C=2C1=NC=CC2)C(=O)N2CC1(CC2)CCN(CC1)CCC1CCOCC1)C